N-((4-(5-Amino-4-cyano-1-(1,1,1-trifluoropropan-2-yl)-1H-pyrazol-3-yl)-1-((2-(trimethylsilyl)ethoxy)methyl)-1H-indazol-7-yl)methyl)-2-methoxynicotinamide NC1=C(C(=NN1C(C(F)(F)F)C)C1=C2C=NN(C2=C(C=C1)CNC(C1=C(N=CC=C1)OC)=O)COCC[Si](C)(C)C)C#N